(((((1R,2S,5R)-2-carbamoyl-7-oxo-1,6-diazabicyclo[3.2.1]oct-6-yl) oxy) sulfonyl) oxy)-4,4-dimethylpentyl 2-methylbenzoate CC1=C(C(=O)OC(CCC(C)(C)C)OS(=O)(=O)ON2[C@@H]3CC[C@H](N(C2=O)C3)C(N)=O)C=CC=C1